OC=1C=C2CCC(C(C2=CC1)C1=CC=C(C=C1)N1CCC(CC1)N(C)CC1=C(C=CC=C1)NC1C(NC(CC1)=O)=O)C1=CC=CC=C1 3-((2-(((1-(4-(6-hydroxy-2-phenyl-1,2,3,4-tetrahydronaphthalen-1-yl)phenyl)piperidin-4-yl)(methyl)amino)methyl)phenyl)amino)piperidine-2,6-dione